4-(2-hydroxypropan-2-yl)cyclohexane-1-carboxamide OC(C)(C)C1CCC(CC1)C(=O)N